11-[2-[[7-(5-methyl-1,2,4-oxadiazol-3-yl)-1-isoquinolyl]amino]ethyl]-6-propoxy-1,5,11-triazatricyclo[7.4.0.02,7]trideca-2(7),3,5,8-tetraen-10-one CC1=NC(=NO1)C1=CC=C2C=CN=C(C2=C1)NCCN1C(C2=CC=3C(=NC=CC3N2CC1)OCCC)=O